6-(2-amino-6-fluoro-5-(4-morpholinophenyl)pyridin-3-yl)-8-fluoro-3,4-dihydroisoquinolin-1(2H)-on NC1=NC(=C(C=C1C=1C=C2CCNC(C2=C(C1)F)=O)C1=CC=C(C=C1)N1CCOCC1)F